[Na+].ClC1=C(C(C(=O)[O-])=CC(=C1)Cl)C(=O)O 3,5-dichloro-phthalic acid monosodium salt